OC[C@H](C1=CC=CC=C1)NC1=CC(=NC=C1C1=NC(=NO1)C=1C=NC=CC1)NC1=CC=C2C(NN(C2=C1)C(C)C)=O (S)-6-((4-((2-hydroxy-1-phenylethyl)amino)-5-(3-(pyridin-3-yl)-1,2,4-oxadiazol-5-yl)pyridin-2-yl)amino)-1-isopropyl-1,2-dihydro-3H-indazol-3-one